3-(1,4-diazepan-1-yl)-6-(1-methyl-1H-pyrazol-4-yl)pyrazolo[1,5-a]pyridine hydrochloride Cl.N1(CCNCCC1)C=1C=NN2C1C=CC(=C2)C=2C=NN(C2)C